(((S)-oxetan-2-yl)methyl)-2-(((S)-pyrrolidin-3-yl)methyl)-1H-benzo[d]imidazole-6-carboxylic acid methyl ester COC(=O)C=1C=CC2=C(N(C(=N2)C[C@H]2CNCC2)C[C@H]2OCC2)C1